8-(2-fluoroethyl)pyrido[2,3-d]pyrimidin-7(8H)-one FCCN1C(C=CC2=C1N=CN=C2)=O